CC1=CN(C(=O)NC1=O)[C@H]2C[C@@H]([C@H](O2)COP(=S)(O)O[C@H]3C[C@@H](O[C@@H]3COP(=S)(O)O[C@H]4C[C@@H](O[C@@H]4COP(=S)(O)O[C@H]5C[C@@H](O[C@@H]5COP(=S)(O)O[C@H]6C[C@@H](O[C@@H]6COP(=S)(O)O[C@H]7C[C@@H](O[C@@H]7COP(=S)(O)O[C@H]8C[C@@H](O[C@@H]8COP(=S)(O)O[C@H]9C[C@@H](O[C@@H]9COP(=S)(O)O[C@H]1C[C@@H](O[C@@H]1COP(=S)(O)O[C@H]1C[C@@H](O[C@@H]1COP(=S)(O)O[C@H]1C[C@@H](O[C@@H]1COP(=O)(O[C@H]1C[C@@H](O[C@@H]1COP(=S)(O)O[C@H]1C[C@@H](O[C@@H]1COP(=S)(O)O[C@H]1C[C@@H](O[C@@H]1COP(=S)(O)O[C@H]1C[C@@H](O[C@@H]1COP(=S)(O)O[C@H]1C[C@@H](O[C@@H]1COP(=S)(O)O[C@H]1C[C@@H](O[C@@H]1COP(=S)(O)O[C@H]1C[C@@H](O[C@@H]1CO)N1C=NC2=C(N=CN=C21)N)N1C=NC2=C1N=C(NC2=O)N)N1C=CC(=NC1=O)N)N1C=CC(=NC1=O)N)N1C=NC2=C1N=C(NC2=O)N)N1C=CC(=NC1=O)N)N1C=NC2=C1N=C(NC2=O)N)S)N1C=NC2=C(N=CN=C21)N)N1C=CC(=NC1=O)N)N1C=C(C(=O)NC1=O)C)N1C=C(C(=O)NC1=O)C)N1C=CC(=NC1=O)N)N1C=C(C(=O)NC1=O)C)N1C=NC2=C(N=CN=C21)N)N1C=NC2=C1N=C(NC2=O)N)N1C=NC2=C(N=CN=C21)N)N1C=CC(=NC1=O)N)OP(=S)(O)O The molecule is a phosphorothioate oligonucleotide consisting of four deoxyguanosine, six deoxycytidine, four deoxyadenosine and four thymidine residues connected by 3'->5' phosphorothioate linkages in the sequence A-G-C-C-G-C-G-A-C-T-T-C-T-A-G-A-C-T. It has a role as an antigen and an antisense oligonucleotide.